tert-Butyl N-[(1S)-1-[[(3-amino-3-oxo-propyl)amino]carbamoyl]-3-methyl-butyl]-N-methyl-carbamate NC(CCNNC(=O)[C@H](CC(C)C)N(C(OC(C)(C)C)=O)C)=O